benzyl-magnesium chloride format C(=O)O.C(C1=CC=CC=C1)[Mg]Cl